7-(3,4-Dimethoxyphenyl)pyrazolo[1,5-a]Pyrimidine-2-carboxylic acid methyl ester COC(=O)C1=NN2C(N=CC=C2C2=CC(=C(C=C2)OC)OC)=C1